Dodecyl-benzene-sulfonate C(CCCCCCCCCCC)OS(=O)(=O)C1=CC=CC=C1